C(C)OC(C(C(C)=O)NNC=1C=C2C=CNC2=CC1)=O 2-[2-(1H-indole-5-yl)hydrazino]-3-oxobutyric acid ethyl ester